C1=CC(=CC=2C=CC=3OC=4C=CC5=C(C4SC3C21)C=CC(=C5)C(=O)O)C(=O)O dibenzo[a,j]phenoxathiine-3,11-dicarboxylic acid